FC1=CC=CC=2CC3(CCN(CC3)C)OC21 7-fluoro-1'-methyl-3H-spiro[benzofuran-2,4'-piperidine]